ethylene glycol di(12-hydroxystearate) OC(CCCCCCCCCCC(=O)OCCOC(CCCCCCCCCCC(CCCCCC)O)=O)CCCCCC